BrC1=CC=C(C=C1)N1C2=CC=CC=C2C=2C=CC=CC12 9-(4-bromophenyl)-9H-carbazole